tert-butyl 9-((4-((benzyloxy) carbonyl) piperazin-1-yl) methyl)-3-azaspiro[5.5]undecane-3-carboxylate C(C1=CC=CC=C1)OC(=O)N1CCN(CC1)CC1CCC2(CCN(CC2)C(=O)OC(C)(C)C)CC1